N1=C(C=CC=C1)C(=O)NCCC1SC(=CN(C1)C1=C2NC=NC2=NC=N1)C(=O)N (2-(picolinamido)ethyl)-4-(7H-purin-6-yl)-3,4-dihydro-2H-1,4-thiazine-6-carboxamide